5-(trifluoromethyl)pyridazin-3-ol FC(C=1C=C(N=NC1)O)(F)F